tert-butyl N-[(1S)-2-[(4aS,7aR)-4-[2-(4-bromoindazol-2-yl)ethyl]-2,3,4a,5,7,7a-hexahydropyrrolo[3,4-b][1,4]oxazin-6-yl]-1-[(3-methylimidazol-4-yl)methyl]-2-oxo-ethyl]carbamate BrC=1C2=CN(N=C2C=CC1)CCN1[C@@H]2[C@H](OCC1)CN(C2)C([C@H](CC=2N(C=NC2)C)NC(OC(C)(C)C)=O)=O